[C@@H]12N(C[C@@H](NC1)C2)C=2C=CC=1N=CN=C(C1N2)NC2=C(C(=C(C=C2)Cl)Cl)OC 6-((1S,4S)-2,5-Diazabicyclo[2.2.1]heptan-2-yl)-N-(3,4-dichloro-2-methoxyphenyl)pyrido[3,2-d]pyrimidin-4-amine